3-((2-(aminomethyl)benzyl)amino)-5-(2-chlorophenoxy)-4H-benzo[e][1,2,4]thiadiazine 1,1-dioxide NCC1=C(CNC2=NS(C3=C(N2)C(=CC=C3)OC3=C(C=CC=C3)Cl)(=O)=O)C=CC=C1